C(C)(=O)NC=1C=C(C(=O)NCCCOC2=NC=C(C=C2Cl)C(F)(F)F)C=C(N1)C 2-acetamido-N-(3-((3-chloro-5-(trifluoromethyl)pyridin-2-yl)oxy)propyl)-6-methylisonicotinamide